FC(OC1=NC=CC(=C1)CNC(=O)N[C@@H](C(F)(F)F)CC(F)(F)F)F 1-[[2-(difluoromethoxy)pyridin-4-yl]methyl]-3-[(2R)-1,1,1,4,4,4-hexafluorobutan-2-yl]urea